CC=1C=C(C=CC1OC1=CC=2N(C=C1)N=CN2)NC=2C1=C(N=CN2)C=CC(=N1)N1C(CN(CC1)C(=O)OC(C)(C)C)=O tert-butyl 4-[4-[(3-methyl-4-[[1,2,4]triazolo[1,5-a]pyridin-7-yloxy]phenyl)amino]pyrido[3,2-d]pyrimidin-6-yl]-3-oxopiperazine-1-carboxylate